C(C1=CC=CC=C1)N1CCC(CC1)CCNC(=O)N1[C@@H](CN(C[C@@H]1C)C1=NC=C(N=C1)C(F)(F)F)C (2R,6S)-N-[2-(1-benzylpiperidin-4-yl)ethyl]-2,6-dimethyl-4-[5-(trifluoromethyl)pyrazin-2-yl]piperazine-1-carboxamide